CN(CCOP(=O)(N(C)C)F)C 2-(dimethylamino)ethyl-N,N-dimethylphosphoramidofluoridate